BrCCCCC(=O)N[C@@H]1CN(CC[C@H]1C(=O)OCC)C(=O)OC(C)(C)C (trans)-1-tert-butyl 4-ethyl 3-(5-bromopentanamido)piperidine-1,4-dicarboxylate